3,3'-(1,3-phenylene)bis(5-butyl-1H-1,2,4-triazole) C1(=CC(=CC=C1)C1=NNC(=N1)CCCC)C1=NNC(=N1)CCCC